CC1=C(OC2=NC=C(C=C2C(=O)NC2=CC(=CC=C2)S(=O)(=O)C)C(F)(F)F)C=CC(=C1)C 2-(2,4-dimethylphenoxy)-N-(3-methylsulfonylphenyl)-5-(trifluoromethyl)pyridine-3-carboxamide